1-(5-(1-(2,2-difluoroethyl)-2-methyl-1H-imidazo[4,5-b]pyridin-6-yl)pyrrolo[2,1-f][1,2,4]triazin-2-yl)cyclobutane-1,3-diamine FC(CN1C(=NC2=NC=C(C=C21)C=2C=CN1N=C(N=CC12)C1(CC(C1)N)N)C)F